7-[2-methyl-7-(trifluoromethyl)oxazolo[5,4-b]pyridin-5-yl]-2-piperazin-1-yl-thiazolo[3,2-a]pyrimidin-5-one CC=1OC2=NC(=CC(=C2N1)C(F)(F)F)C=1N=C2N(C(C1)=O)C=C(S2)N2CCNCC2